4,4'-bis(diethyl)aminobenzophenone C(C)N(C1=CC=C(C(=O)C2=CC=C(C=C2)N(CC)CC)C=C1)CC